3,3-difluoro-N-[2-fluoro-4-[2-[[(3S,5R)-5-(fluoromethyl)-3-piperidyl]amino]-8-isopropyl-7-oxo-pteridin-6-yl]phenyl]propane-1-sulfonamide FC(CCS(=O)(=O)NC1=C(C=C(C=C1)C1=NC=2C=NC(=NC2N(C1=O)C(C)C)N[C@@H]1CNC[C@@H](C1)CF)F)F